C(=C)N1C(C1)=O vinylaziridin-2-one